methyl 3-amino-5'-chloro-2',4'-difluoro-[1,1'-biphenyl]-4-carboxylate NC=1C=C(C=CC1C(=O)OC)C1=C(C=C(C(=C1)Cl)F)F